N-methyl-1-aminobutan CNCCCC